C(N)(OC1CC2(C(N(C=3C2=NC=CC3)CC3=CC=C(C=C3)OC)=O)C1)=O ((1s,3s)-1'-(4-methoxybenzyl)-2'-oxo-1',2'-dihydrospiro(cyclobutane-1,3'-pyrrolo[3,2-b]pyridin)-3-yl) carbamate